2,6-dimethyl-6-iso-propyl-1,3-cyclohexadiene CC1=CC(CC=C1)(C(C)C)C